2-chloro-1,1,1,3,4,4,4-heptafluorobutane ClC(C(F)(F)F)C(C(F)(F)F)F